racemic-trans-4-(3,4-dimethylbenzyl)-6-(pyridin-3-yl)-4-azaspiro[2.4]heptane-7-carbonitrile CC=1C=C(CN2C3(CC3)[C@H]([C@@H](C2)C=2C=NC=CC2)C#N)C=CC1C |r|